(2R,3R,4S,5R)-2-(hydroxymethyl)-5-methoxytetrahydrofuran-3,4-diol OC[C@H]1O[C@H]([C@H]([C@H]1O)O)OC